[Si](C)(C)(C(C)(C)C)OCCS 2-((tert-butyldimethylsilyl)oxy)ethane-1-thiol